C(C)(C)(C)C=1C=C(C=C(C1O)C(C)(C)C)CCC(=O)OCCCCCCCCCCCCCCCCCC n-octadecyl (3-[3,5-di-tert-butyl-4-hydroxyphenyl] propionate)